ClC=1C=C(C(=NC1)OC1=CC=C(C=C1)N1N=NC(=C1)CC(CC(=O)OCC)O)F ethyl 4-(1-(4-((5-chloro-3-fluoropyridin-2-yl) oxy) phenyl)-1H-1,2,3-triazol-4-yl)-3-hydroxybutyrate